BrC1=NN(C(=C1C#N)NCCCN1CCOCC1)[C@@H]1CN(CC1)C(=O)OC(C)(C)C tert-butyl (3S)-3-(3-bromo-4-cyano-5-[[3-(morpholin-4-yl)propyl]amino]pyrazol-1-yl)pyrrolidine-1-carboxylate